FC(C(=O)O)(F)F.C(C)(=O)N1CC2(CN(C2)CC(C(=O)N[C@H]2CN(CCC2)CC2=CC(=NC=C2)C(=O)NC2=CC=C(C=C2)C2=CC3=C(N=CN=C3N3CCOCC3)N2)=C)CC1 (R)-4-((3-(2-((6-acetyl-2,6-diazaspiro[3.4]octan-2-yl)methyl)acrylamido)piperidin-1-yl)methyl)-N-(4-(4-morpholino-7H-pyrrolo[2,3-d]pyrimidin-6-yl)phenyl)picolinamide trifluoroacetate